IC1=C(C=C(C(=C1)C1=CC=CC=C1)I)C1=CC=CC=C1 1,4-diiodo-2,5-diphenylbenzene